(isoquinolin-1(2H)-one) acetate C(C)(=O)O.C1(NC=CC2=CC=CC=C12)=O